(S)-1-(3-((4-((dimethylamino)methyl)-6-((5-(2-phenyl-2H-tetrazol-5-yl)thiazol-2-yl)amino)pyridin-2-yl)amino)piperidin-1-yl)prop-2-en-1-one CN(C)CC1=CC(=NC(=C1)NC=1SC(=CN1)C=1N=NN(N1)C1=CC=CC=C1)N[C@@H]1CN(CCC1)C(C=C)=O